CN1NC(=CC1=O)C 2,5-dimethyl-1,2-dihydro-3H-pyrazol-3-one